ClC=1C=C(C=CC1)N1CCN(CC1)CCN1C(C2(CC1)CCCC2)=O 2-(4-(3-chlorophenyl)piperazin-1-yl-ethyl)-2-azaspiro[4.4]nonan-1-one